[(1S,2S)-2-aminocyclopropyl]carbamate N[C@@H]1[C@H](C1)NC([O-])=O